3-((6-(3-chlorophenyl)-3-azabicyclo[4.1.0]hept-3-yl)carbonyl)-1,5,7-trimethyl-1,5-dihydro-4H-pyrrolo[3,2-c]pyridin-4-one ClC=1C=C(C=CC1)C12CCN(CC2C1)C(=O)C1=CN(C2=C1C(N(C=C2C)C)=O)C